CC=1N=C(SC1NC1=NC=C(C(=N1)NCCCN1C(COCCC1)=O)C(F)(F)F)N1CCN(CC1)C 4-(3-((2-((4-methyl-2-(4-methylpiperazin-1-yl)thiazol-5-yl)amino)-5-(trifluoromethyl)pyrimidin-4-yl)amino)propyl)-1,4-oxazepan-3-one